O[C@H]1C[C@@H](CC1)NC1=NC(=CC(=N1)C=1C=C(C=CC1C)NC(=O)N1C[C@@H](CC1)CC(F)(F)F)N1CCOCC1 (S)-N-(3-(2-(((1R,3R)-3-hydroxycyclopentyl)amino)-6-morpholinopyrimidin-4-yl)-4-methylphenyl)-3-(2,2,2-trifluoroethyl)pyrrolidine-1-carboxamide